6-(Cyclopropanecarboxamido)-4-((7-ethyl-4-oxo-3-(1,1,1-trifluoropropan-2-yl)-4,7-dihydro-3H-pyrrolo[2,3-d]pyrimidin-5-yl)amino)-N-(methyl-d3)nicotinamide C1(CC1)C(=O)NC1=NC=C(C(=O)NC([2H])([2H])[2H])C(=C1)NC1=CN(C=2N=CN(C(C21)=O)C(C(F)(F)F)C)CC